3-methoxy-1-(piperazin-1-yl)propan-1-one COCCC(=O)N1CCNCC1